dimethyl-N'-(2-(3-methoxyphenyl)-5-(4-methoxyphenyl) thiazol-4-yl-methyl) ethylenediamine (5-(4-Fluorobenzamido)pentyl)carbamate FC1=CC=C(C(=O)NCCCCCNC(O)=O)C=C1.CN(CCNCC=1N=C(SC1C1=CC=C(C=C1)OC)C1=CC(=CC=C1)OC)C